9-[3,5-bis(2-dibenzothiophenyl)phenyl]-9H-carbazole C1=C(C=CC=2SC3=C(C21)C=CC=C3)C=3C=C(C=C(C3)C3=CC2=C(SC1=C2C=CC=C1)C=C3)N3C1=CC=CC=C1C=1C=CC=CC31